4-(3-{5-[(R)-(1,3-dimethyl-azetidin-3-yl)-hydroxy-(4-isopropyl-phenyl)-methyl]-pyridin-3-yl}-[1,2,4]oxadiazol-5-yl)-bicyclo[2.2.2]octane-1-carboxylic acid methyl ester COC(=O)C12CCC(CC1)(CC2)C2=NC(=NO2)C=2C=NC=C(C2)[C@](C2=CC=C(C=C2)C(C)C)(O)C2(CN(C2)C)C